Zinc 2,7-naphthalenedicarboxylate C1=C(C=CC2=CC=C(C=C12)C(=O)[O-])C(=O)[O-].[Zn+2]